(S)-7-(2-cyclopropyl-benzyl)-5-(2'-methoxy-4'-methyl-3,4,5,6-tetrahydro-2H-[1,3']bipyridinyl-4-yl)-2,4-dimethyl-2,4,5,7-tetrahydro-pyrazolo[3,4-d]pyrimidin-6-one C1(CC1)C1=C(CN2C(N([C@H](C=3C2=NN(C3)C)C)C3CCN(CC3)C=3C(=NC=CC3C)OC)=O)C=CC=C1